1-(2-morpholinoethyl)-1H-indol-5-amine O1CCN(CC1)CCN1C=CC2=CC(=CC=C12)N